C1=C(C=CC=C1)S(=O)(=O)Cl 2-benzenesulfonyl chloride